5-[5-(4-chlorophenyl)-5H,6H,7H-pyrrolo[2,1-c][1,2,4]triazol-3-yl]-3-methyl-1H-indazole ClC1=CC=C(C=C1)C1CCC2=NN=C(N21)C=2C=C1C(=NNC1=CC2)C